FCCN1C2=C(OCC1=O)C(=CC(=C2)C(=O)N[C@H](C)C=2C=NC(=NC2)C(F)(F)F)C=2SC(=CN2)C (R)-4-(2-fluoroethyl)-8-(5-methylthiazol-2-yl)-3-oxo-N-(1-(2-(trifluoromethyl)pyrimidin-5-yl)ethyl)-3,4-dihydro-2H-benzo[b][1,4]oxazine-6-carboxamide